CC(C)P 2-propylphosphine